(3-((2'-ethyl-5-fluoro-[1,1'-biphenyl]-2-yl)methyl)pyridin-4-yl)-2,6-diazaspiro[3.3]heptane-2-carboxylic acid tert-butyl ester C(C)(C)(C)OC(=O)N1C(C2(C1)CNC2)C2=C(C=NC=C2)CC2=C(C=C(C=C2)F)C2=C(C=CC=C2)CC